3-(4-chlorophenyl)-3-methoxyazetidine hydrochloride Cl.ClC1=CC=C(C=C1)C1(CNC1)OC